3,3-dimethyl-N-(4-methyl-1,1-dioxidotetrahydro-2H-thiopyran-4-yl)-2-oxo-1-(5-(trifluoromethoxy)pyridin-3-yl)indoline-5-carboxamide CC1(C(N(C2=CC=C(C=C12)C(=O)NC1(CCS(CC1)(=O)=O)C)C=1C=NC=C(C1)OC(F)(F)F)=O)C